[N-]=C=O.COC1CCCCC1 4-methoxycyclohexane isocyanate